(5-bromopyrazolo[1,5-a]pyridin-3-yl)methanol BrC1=CC=2N(C=C1)N=CC2CO